C[Si](CCOC(N[C@@H]1CNC[C@H]1F)=O)(C)C.N=1N=CC=2C1C=1C=CC=CC1OC2 chromeno[4,3-c]pyrazole 2-trimethylsilylethyl-N-[(3R,4R)-4-fluoropyrrolidin-3-yl]carbamate